COC(=O)C1=CC=C2CCN(CC2=C1)C(=O)OC(C)(C)C 1,2,3,4-tetrahydroisoquinoline-2,7-dicarboxylic acid 2-tert-butyl 7-methyl ester